[Cl-].[Cl-].C[Si](=[Zr+2](C1=C(C=C(C1C)C)C=1OC(=CC1)[Si](C)(C)C)C1=C(C=C(C1C)C)C=1OC(=CC1)[Si](C)(C)C)C rac-dimethylsilanediylbis{2-(5-(trimethylsilyl)furan-2-yl)-4,5-dimethylcyclopentadien-1-yl}zirconium dichloride